C1(CCC1)CN(C(OC(C)(C)C)=O)CC=1C=CC=2N(C1)C=C(N2)CN2N=NC(=C2)C=2C=NC=CC2 Tert-butyl (cyclobutylmethyl)((2-((4-(pyridin-3-yl)-1H-1,2,3-triazol-1-yl)methyl)imidazo[1,2-a]pyridin-6-yl)methyl)carbamate